3-(4-methyl-2-(methylamino)pentanoylamino)-4-oxobutan CC(CC(C(=O)NC(CC)C=O)NC)C